COC1=C2C=C(N(C2=CC=C1CN1CCC2(CN(C2)C2=NC=NC3=CC=C(C=C23)CC(F)(F)F)CC1)C(CN1CCN(CC1)S(=O)(=O)C)C)C#N 4-methoxy-1-[1-methyl-2-(4-methylsulfonyl-piperazin-1-yl)ethyl]-5-[[2-[6-(2,2,2-trifluoroethyl)quinazolin-4-yl]-2,7-diazaspiro[3.5]nonan-7-yl]methyl]indole-2-carbonitrile